NC1=CC(=C(C(=O)C2=C(C(=O)OCCCCCCCOC3=CC=C(C=C3)C3=NC(=NC(=N3)C3=C(C=C(C=C3)OCC(CCCC)CC)O)C3=C(C=C(C=C3)OCC(CCCC)CC)O)C=CC=C2)C=C1)O 7-[4-[4,6-bis[4-(2-ethylhexoxy)-2-hydroxy-phenyl]-1,3,5-triazin-2-yl]phenoxy]heptyl 2-(4-amino-2-hydroxy-benzoyl)benzoate